Ethyl 2-(2,6-dimethyl-4-((5-oxo-4-(4-(trifluoromethyl)phenyl)-4,5-dihydro-1H-1,2,4-triazol-1-yl)methoxy)phenoxy)-2-methylpropionate CC1=C(OC(C(=O)OCC)(C)C)C(=CC(=C1)OCN1N=CN(C1=O)C1=CC=C(C=C1)C(F)(F)F)C